(dimethyl)cyclopentadienyl-1-(methyl)ethane 1,19-nonadecanedioate C(CCCCCCCCCCCCCCCCCC(=O)O)(=O)O.CCC(C)(C1C=CC=C1)C